ClC1=CC(=NC=C1)C=1C2C3=C(C(N(C(C1[N+](=O)[O-])C2)C)=O)C=CN=C3OC(F)F 9-(4-chloropyridin-2-yl)-1-(difluoromethoxy)-6-methyl-8-nitro-7,10-dihydro-7,10-methanopyrido[4,3-c]azocin-5(6H)-one